BrC=1C=CC(=C(C1)CC1=CC=C(C=C1)O)Cl 4-[(5-bromo-2-chlorophenyl)methyl]-Phenol